6-(1H-indol-6-yl)-N-(3-methoxy-4-morpholinophenyl)-[1,2,4]triazolo[1,5-a]pyrazin-8-amine N1C=CC2=CC=C(C=C12)C=1N=C(C=2N(C1)N=CN2)NC2=CC(=C(C=C2)N2CCOCC2)OC